NC=1CC(=CC2=C(N1)C=C(C=C2)C=2C=C(C=NC2)S(=O)(=O)N2CC(C2)CNC(OC(C)(C)C)=O)C(N(CCC)OCC)=O tert-butyl ((1-((5-(2-amino-4-(ethoxy(propyl)carbamoyl)-3H-benzo[b]azepin-8-yl)pyridin-3-yl)sulfonyl)azetidin-3-yl)methyl)carbamate